NC1=C(C2=C(S1)CC(CC2)(CC2CC2)CCC#N)C(=O)OCC Ethyl 2-amino-6-(2-cyanoethyl)-6-(cyclopropylmethyl)-4,5,6,7-tetrahydrobenzo[b]thiophene-3-carboxylate